(2,4-difluoro-5-(trifluoromethyl)phenyl)zinc (II) chloride [Cl-].FC1=C(C=C(C(=C1)F)C(F)(F)F)[Zn+]